C(C)SC1=C(N=CC=2N1N=C(N2)NC2CCN(CC2)S(=O)(=O)C)C=2C=NNC2 (Ethylthio)-N-(1-(methylsulfonyl)piperidin-4-yl)-6-(1H-pyrazol-4-yl)-[1,2,4]triazolo[1,5-a]pyrazin-2-amine